tetrazolium zinc [Zn+2].[NH+]=1NN=NC1